CC=1N=CC(=NC1)C1=NC2=CC=C(C=C2C(N1)=O)OCCCC1=CC=NC=C1 2-(5-methylpyrazin-2-yl)-6-[3-(4-pyridinyl)propoxy]-3H-quinazolin-4-one